2-hexyldecyl 3-((3-(2-hexyldecanamido)-4-oxo-4-((2-(piperidin-1-yl)ethyl)amino)butyl)thio)propanoate C(CCCCC)C(C(=O)NC(CCSCCC(=O)OCC(CCCCCCCC)CCCCCC)C(NCCN1CCCCC1)=O)CCCCCCCC